BrC1=NC(=CC(=C1)C1CNCCN1)Cl 6-(2-bromo-6-chloropyridin-4-yl)piperazine